BrC1=CC=CC=2N1C=C(N2)NC(=O)[C@H]2[C@@H](C2)F trans-N-(5-bromoimidazo[1,2-a]pyridin-2-yl)-2-fluoro-cyclopropylcarboxamide